1,2-bis(dicyclohexylphosphaneyl)ethane C1(CCCCC1)P(CCP(C1CCCCC1)C1CCCCC1)C1CCCCC1